C(#N)[C@H](CN1C(NCC1)=O)NC(=O)[C@@H]1[C@H]2C([C@H]2CN1C([C@H](C(C)(C)C)NC(C(F)(F)F)=O)=O)(C)C (1R,2S,5S)-N-((S)-1-cyano-2-(2-oxoimidazolidin-1-yl)ethyl)-3-((S)-3,3-dimethyl-2-(2,2,2-trifluoroacetamido)butanoyl)-6,6-dimethyl-3-azabicyclo[3.1.0]hexane-2-carboxamide